C(CC)O[Si](OCC)(OCC)OCC propoxytriethoxysilane